1,3-bis(3-methoxyphenyloxy)benzene COC=1C=C(C=CC1)OC1=CC(=CC=C1)OC1=CC(=CC=C1)OC